tert-butyl N-[(9S,10E)-9-ethyl-3-methyl-8-oxo-3,4,7,15-tetraazatricyclo[12.3.1.02,6]octadeca-1(18),2(6),4,10,14,16-hexaen-13-yl]carbamate C(C)[C@@H]\1C(NC=2C=NN(C2C=2C=CN=C(C(C/C=C1)NC(OC(C)(C)C)=O)C2)C)=O